butadienyl-s-triazine C(=CC=C)C1=NC=NC=N1